C(C[C@@H](C(=O)N)N)C[NH+]=C(N)N The molecule is a guanidinium ion resulting from the protonation of the guanidinyl group of L-arginine amide. It is a conjugate acid of a L-arginine amide.